6-Chloro-N-(2,3-dihydro-1H-inden-2-yl)-4-((2-methoxyphenyl)(methyl)amino)-picolinamide ClC1=CC(=CC(=N1)C(=O)NC1CC2=CC=CC=C2C1)N(C)C1=C(C=CC=C1)OC